5-bromo-7-phenyl-naphthol BrC1=C2C=CC=C(C2=CC(=C1)C1=CC=CC=C1)O